(S)-N5-(3-Hydroxypropyl)-N3-methyl-1-(1-phenylethyl)-1H-pyrazole-3,5-dicarboxamide OCCCNC(=O)C1=CC(=NN1[C@@H](C)C1=CC=CC=C1)C(=O)NC